(S)-2-(7-chloro-2-(ethylcarbamoyl)-1,2,3,4-tetrahydroisoquinolin-5-yl)pyrrolidine-1-carboxylic acid tert-butyl ester C(C)(C)(C)OC(=O)N1[C@@H](CCC1)C1=C2CCN(CC2=CC(=C1)Cl)C(NCC)=O